CC1=CC=C(C=N1)C1=NOC(=N1)C12CC3(CC(CC(C1)C3)C2)NC(=O)C2=NC=CC=C2 Pyridine-2-carboxylic acid {3-[3-(6-methyl-pyridin-3-yl)-[1,2,4]oxadiazol-5-yl]-adamantan-1-yl}-amide